4-(1-(2-fluorophenyl)-1H-pyrazol-4-yl)-5-(piperidin-4-ylmethoxy)pyrimidine FC1=C(C=CC=C1)N1N=CC(=C1)C1=NC=NC=C1OCC1CCNCC1